CN1C(N(CC=2C1=NC(=NC2)SC)C2CN(C1=CC=CC=C21)C(=O)OC(C)(C)C)=O tert-butyl 3-(1-methyl-7-methylsulfanyl-2-oxo-4H-pyrimido[4,5-d]pyrimidin-3-yl)indoline-1-carboxylate